NC1=C2C(=NC=N1)N(N=C2CO)C(C)C=2C(=C(C(=C(C2)Cl)C)C=2C=CC(=NC2)C(=O)N(C)C)OCC 5-(3-{1-[4-amino-3-(hydroxymethyl)-1H-pyrazolo[3,4-d]pyrimidin-1-yl]ethyl}-5-chloro-2-ethoxy-6-methylphenyl)-N,N-dimethylpyridine-2-carboxamide